Copper sulfate salt S(=O)(=O)([O-])[O-].[Cu+2]